2,6-dimethyl-phenylboronic acid CC1=C(C(=CC=C1)C)B(O)O